C(C)(C)OC=1N=C2C(=CC=NC2=CC1)C1=CC=2C(NCCC2N1)=O 2-(6-isopropoxy-1,5-naphthyridin-4-yl)-1H,5H,6H,7H-pyrrolo[3,2-c]Pyridin-4-one